7-methoxy-1-(trifluoromethyl)-9H-pyrido[3,4-b]indole COC1=CC=C2C3=C(NC2=C1)C(=NC=C3)C(F)(F)F